4-[[3-(4-Pyridyl)-1H-indazol-5-yl]oxy]benzene-1,3-dicarbonitrile N1=CC=C(C=C1)C1=NNC2=CC=C(C=C12)OC1=C(C=C(C=C1)C#N)C#N